3-[4-[5-(4-Fluorophenyl)-2-pyrimidin-2-ylpyrazol-3-yl]piperidin-1-yl]-2-phenylpropanoic acid FC1=CC=C(C=C1)C=1C=C(N(N1)C1=NC=CC=N1)C1CCN(CC1)CC(C(=O)O)C1=CC=CC=C1